(S)-2-amino-5-(2-aminopyridin-3-yl)-N-((R)-5-(4-(diethylamino)-4-oxobutyl)-5-azaspiro[2.4]heptan-7-yl)pent-4-ynamide N[C@H](C(=O)N[C@H]1CN(CC12CC2)CCCC(=O)N(CC)CC)CC#CC=2C(=NC=CC2)N